FC1=CC=C(C=C1)C1=CC(=CS1)C(=O)N 5-(4-fluorophenyl)-3-thiophenecarboxamide